C(C)C1=NC2=C(C=C(C=C2C(N1C1=C(C=C(C=C1)F)C)=O)I)F 2-Ethyl-8-fluoro-3-(4-fluoro-2-methylphenyl)-6-iodoquinazolin-4(3H)-one